3-(1,1-dimethylpropoxy)-2-((1,1-dimethylpropoxy)methyl)propanol CC(CC)(OCC(CO)COC(CC)(C)C)C